C1(CC1)S(=O)(=O)NC=1SC=C(N1)C(CC)N(C(C1=C(C=C(C=C1)C1=NC(=CN=C1)OCC)F)=O)C N-(1-(2-(cyclopropanesulfonylamino)thiazol-4-yl)propyl)-4-(6-ethoxypyrazin-2-yl)-2-fluoro-N-methylbenzamide